BrC(C(=O)OC(C(Br)(Br)Br)=O)(Br)Br (2,2,2-tribromoacetyl) 2,2,2-tribromoacetate